ClC=1C=C2C(=CC(=NC2=CC1)C(F)(F)F)N[C@@H]1C[C@@H](CCC1)NC1=NC=C(C=2C1=CN(N2)C)F (1S,3R)-N1-(6-chloro-2-(trifluoromethyl)quinolin-4-yl)-N3-(7-fluoro-2-methyl-2H-pyrazolo(4,3-c)pyridin-4-yl)cyclohexane-1,3-diamine